3-[[6-Chloro-1-[1-(2-hydroxyethyl)triazol-4-yl]-3-(1H-pyrazol-4-yl)indol-4-yl]amino]propan-1-ol ClC1=CC(=C2C(=CN(C2=C1)C=1N=NN(C1)CCO)C=1C=NNC1)NCCCO